[Cl-].C(=O)(O)CNC(=O)C=1C=CC(=C(C1)N1C[C@@H](CC1)[NH3+])NC(=O)C=1NC(=C(C1)Br)Br (R)-1-(5-((carboxymethyl)carbamoyl)-2-(4,5-dibromo-1H-pyrrole-2-carboxamido)phenyl)pyrrolidin-3-aminium chloride